C1(=CC=C(C=C1)C[C@H](CO)NC([O-])=O)C1=CC=CC=C1 N-[(1R)-2-[1,1'-biphenyl]-4-yl-1-(hydroxymethyl)ethyl]carbamate